aspartimide N[C@H]1CC(NC1=O)=O